BrC=1C=CC(=NC1)C1=CC(=CN1C)C(=O)OC methyl 5-(5-bromopyridin-2-yl)-1-methylpyrrole-3-carboxylate